2-bromo-2-chlorophenyl-ethanol methyl-(7-bromo-1-methyl-4-(4-(trifluoromethoxy)phenyl)-1H-benzo[d]imidazol-6-yl)carbamate CN(C(=O)OC(C)C1C(C=CC=C1)(Cl)Br)C=1C=C(C2=C(N(C=N2)C)C1Br)C1=CC=C(C=C1)OC(F)(F)F